N-[(1S)-5-[2-(2-aminopyridin-3-yl)-5-cyclopropylimidazo[4,5-b]pyridin-3-yl]-2,3-dihydro-1H-inden-1-yl]-2-(prop-2-enamido)benzamide NC1=NC=CC=C1C1=NC=2C(=NC(=CC2)C2CC2)N1C=1C=C2CC[C@@H](C2=CC1)NC(C1=C(C=CC=C1)NC(C=C)=O)=O